Tert-butyl 6-(6-cyano-8-fluoro-3,4-dihydroisoquinolin-2(1H)-yl)-5',6'-dihydro-[2,4'-bipyridine]-1'(2'H)-carboxylate C(#N)C=1C=C2CCN(CC2=C(C1)F)C1=CC=CC(=N1)C1=CCN(CC1)C(=O)OC(C)(C)C